F[C@@H](C1(COC1)C=1C=C(C=CC1)N1C(C2=CC(=CC(=C2C1)C(F)(F)F)CN1[C@@H](CCC1)CO)=O)C1=NN=CN1C 2-(3-(3-((S)-fluoro(4-methyl-4H-1,2,4-triazol-3-yl)methyl)oxetan-3-yl)phenyl)-6-(((S)-2-(hydroxymethyl)pyrrolidin-1-yl)methyl)-4-(trifluoromethyl)isoindolin-1-one